1-(4-fluorophenyl)-N-(4-methyl-3-((3-methyl-4-oxo-3,4-dihydroquinazolin-6-yl)amino)phenyl)-5-(methylthio)-1H-pyrazole-3-carboxamide FC1=CC=C(C=C1)N1N=C(C=C1SC)C(=O)NC1=CC(=C(C=C1)C)NC=1C=C2C(N(C=NC2=CC1)C)=O